Br[Si](C)(C)C bromo(trimethyl)silane